OC(=C=C=C=CC(=O)O)CC 6-hydroxy-octatetraenoic acid